(2S,4S)-1-(tert-butyldimethylsilyloxy)-2-methylpyrrolidine-2-carboxylic acid [Si](C)(C)(C(C)(C)C)ON1[C@@](CCC1)(C(=O)O)C